ClC1=CC/2=C(N(C(=N\C2=N/[C@H](C)C=2C(=C(C#N)C=CC2)C)C)C)C=N1 (R,Z)-3-(1-((6-chloro-1,2-dimethylpyrido[3,4-d]pyrimidin-4(1H)-ylidene)amino)ethyl)-2-methylbenzonitrile